2-methyl-2-(((4-(4-phenylindolin-1-yl)pyrido[3,2-d]pyrimidin-7-yl)methyl)amino)propan-1-ol CC(CO)(C)NCC1=CC=2N=CN=C(C2N=C1)N1CCC2=C(C=CC=C12)C1=CC=CC=C1